C(C)OC1=CC=C(C=C1)C=1N=C(SC1)NC(C1=C(C=CC=C1)NS(=O)(=O)C1=CC=CC=C1)=O N-[4-(4-ethoxyphenyl)-2-thiazolyl]-2-[(phenylsulfonyl)amino]-benzamide